trans-4-((4-(2-(tert-butyl)thiazol-5-yl)pyridin-2-yl)((trans-4-(4-methoxy-3-methylphenyl)cyclohexyl)methyl)carbamoyl)cyclohexyl (tetrahydro-2H-pyran-4-yl)carbamate O1CCC(CC1)NC(O[C@@H]1CC[C@H](CC1)C(N(C[C@@H]1CC[C@H](CC1)C1=CC(=C(C=C1)OC)C)C1=NC=CC(=C1)C1=CN=C(S1)C(C)(C)C)=O)=O